(3R)-3-amino-5-[[4-[5-(difluoromethyl)-1,3,4-oxadiazol-2-yl]phenyl]methyl]-7-[5-(4,4-difluoro-1-piperidinyl)-1,3,4-oxadiazol-2-yl]-1,1-dioxo-2,3-dihydro-1λ6,5-benzothiazepine-4-One N[C@H]1CS(C2=C(N(C1=O)CC1=CC=C(C=C1)C=1OC(=NN1)C(F)F)C=C(C=C2)C=2OC(=NN2)N2CCC(CC2)(F)F)(=O)=O